n-tetracosyl docosanoate C(CCCCCCCCCCCCCCCCCCCCC)(=O)OCCCCCCCCCCCCCCCCCCCCCCCC